OCCNC1=C(C)C(=CC=C1)NCCO 2,6-bis(β-hydroxyethylamino)-toluene